(S)-2-amino-N'-(diphenylmethylene)propanehydrazide N[C@H](C(=O)NN=C(C1=CC=CC=C1)C1=CC=CC=C1)C